N1=CC=C2N1C=C(C=C2)C2(CC2)C#N 1-pyrazolo[1,5-a]pyridin-6-yl-cyclopropanecarbonitrile